4-{[5-(1H-pyrazol-4-yl)thiophen-2-yl]methyl}-2,4-dihydro-3H-1,2,4-triazol-3-one N1N=CC(=C1)C1=CC=C(S1)CN1C(NN=C1)=O